tert-butyl 4-[8-fluoro-6-(7-fluoro-2-methyl-indazol-5-yl)imidazo[1,2-a]pyridin-2-yl]-2-azabicyclo[2.1.1]hexane-2-carboxylate FC=1C=2N(C=C(C1)C1=CC3=CN(N=C3C(=C1)F)C)C=C(N2)C21CN(C(C2)C1)C(=O)OC(C)(C)C